(2,4-dichlorophenyl)tetrahydro-2H-pyran-4-carbonitrile ClC1=C(C=CC(=C1)Cl)C1OCCC(C1)C#N